C1(CCCC1)N(C(=O)OCC=1C(=NOC1C1=CC=C(O[C@H]2C[C@@H](COC2)C(=O)O)C=C1)C)C |r| (±)-trans-5-(4-(4-(((cyclopentyl(methyl)carbamoyl)oxy)methyl)-3-methylisoxazol-5-yl)phenoxy)tetrahydro-2H-pyran-3-carboxylic acid